C(CCCCCCCCCCCCC)C(CCCCCCCCCCCCCCCCC)O tetradecyl-octadecanol